C(C)(C)C1=C(C=CC=C1)C1N(CCC1)C1CCC12CCN(CC2)C2=C(C(=O)O)C=CC=C2 2-(2-(2-isopropylphenyl)pyrrolidin-1-yl-7-azaspiro[3.5]nonan-7-yl)benzoic acid